2-[6-amino-5-[4-(benzenesulfonyl)-3-methyl-piperazin-1-yl]pyridazin-3-yl]phenol NC1=C(C=C(N=N1)C1=C(C=CC=C1)O)N1CC(N(CC1)S(=O)(=O)C1=CC=CC=C1)C